7-((4-(4-hydroxypiperidin-1-yl)pyridin-2-yl)amino)-4-(imidazo[1,2-a]pyrazin-3-yl)isoindolin-1-one OC1CCN(CC1)C1=CC(=NC=C1)NC=1C=CC(=C2CNC(C12)=O)C1=CN=C2N1C=CN=C2